COC(C1CCN(CC1)C1=CC(=C(C=C1F)C1C=2C=CC(=CC2CCC1C1=CC=CC=C1)O)OC)OC 5-(4-(4-(dimethoxymethyl)piperidin-1-yl)-5-fluoro-2-methoxyphenyl)-6-phenyl-5,6,7,8-tetrahydronaphthalen-2-ol